ClC1=C(C=CC=C1C1=NC(=C(C=C1)C=O)C(F)(F)F)C1=C(C(=CC=C1)NC(=O)C=1C(N(C(N(C1)C)=O)C)=O)C N-(2'-chloro-3'-(5-formyl-6-(trifluoromethyl)pyridin-2-yl)-2-methyl-[1,1'-biphenyl]-3-yl)-1,3-dimethyl-2,4-dioxo-1,2,3,4-tetrahydropyrimidine-5-carboxamide